[4-[6-chloro-3-[1-(2-cyclopropyl-3,6-dimethyl-4-oxo-chromen-8-yl) ethylamino]-2-pyridyl]-2-formyl-phenyl] trifluoromethanesulfonate FC(S(=O)(=O)OC1=C(C=C(C=C1)C1=NC(=CC=C1NC(C)C=1C=C(C=C2C(C(=C(OC12)C1CC1)C)=O)C)Cl)C=O)(F)F